FC(C1=CC=C(C=C1)C1NCCC1)(F)F 2-(4-(trifluoromethyl)phenyl)pyrrolidine